NCCNC(=O)NCCNC(C1=C(C=C(C=C1)NC=1C=2N(C=CN1)C(=CN2)C=2C(=NNC2)C(F)(F)F)CC)=O N-[2-(2-aminoethylcarbamoylamino)ethyl]-2-ethyl-4-[[3-[3-(trifluoromethyl)-1H-pyrazol-4-yl]imidazo[1,2-a]pyrazin-8-yl]amino]benzamide